C(#N)C1=C(C=C(C=N1)N1C(N(C2(CCC2)C1=O)C1=CC(=C(C(=O)OCC)C=C1)F)=S)C(F)(F)F ethyl 4-(7-(6-cyano-5-(trifluoromethyl)pyridin-3-yl)-8-oxo-6-thioxo-5,7-diazaspiro[3.4]octan-5-yl)-2-fluorobenzoate